O1CCOC2=C1C=CC(=C2)[C@H]2N(C(C1=CC=CC=C1[C@@H]2C(=O)O)=O)C2=CC=1CCCCC1C=C2 |&1:19| (3S,4S) and (3S,4R)-3-(2,3-dihydro-1,4-benzodioxin-6-yl)-1-oxo-2-(5,6,7,8-tetrahydronaphthalen-2-yl)-1,2,3,4-tetrahydroisoquinoline-4-carboxylic acid